CN1CC2=CC(=CC(=C2CC1)C)C1=CC2=C(N=N1)N(C=C2C=2C=NN(C2)CC(=O)NC)S(=O)(=O)C2=CC=C(C)C=C2 2-(4-(3-(2,5-dimethyl-1,2,3,4-tetrahydroisoquinolin-7-yl)-7-p-toluenesulfonyl-7H-pyrrolo[2,3-c]pyridazin-5-yl)-1H-pyrazol-1-yl)-N-methylacetamide